4-(methylcarbonyloxy)heptanoic acid CC(=O)OC(CCC(=O)O)CCC